NC=1N=C(SC1C(=O)C1=NC(=NO1)C1=CC=CC=C1)N(C1=CC=C(C=C1)F)C(C(=O)N)C (N-[4-amino-5-(3-phenyl-1,2,4-oxadiazole-5-carbonyl)thiazol-2-yl]-4-fluoro-anilino)propanamide